8-fluoro-6-((R)-1-hydroxy-2-((3aS,5S,6aR)-3a-hydroxy-5-phenoxyhexahydrocyclopenta[c]pyrrol-2(1H)-yl)ethyl)-1,4-dihydro-2H-benzo[d][1,3]oxazin-2-one FC1=CC(=CC2=C1NC(OC2)=O)[C@H](CN2C[C@@H]1[C@](C2)(C[C@H](C1)OC1=CC=CC=C1)O)O